1-(2-methoxyethyl)-1H-pyrazole COCCN1N=CC=C1